N1C(=CC=2C1=CN=CC2)C2=NNC1=CN=CC=C12 3-(1H-pyrrolo[2,3-C]pyridine-2-yl)-1H-pyrazolo[3,4-C]pyridine